NCC1=CC=C(C(=O)N)C=C1 4-(aminometh-yl)benzamide